N-benzyl-alpha-(3-methylphenyl)nitrone C(C1=CC=CC=C1)[N+](=CC1=CC(=CC=C1)C)[O-]